tert-butyl ((6-amino-5-chloropyridin-3-yl)methyl)carbamate NC1=C(C=C(C=N1)CNC(OC(C)(C)C)=O)Cl